C(C(C)C)C1=CC=C(C=C1)[C@@H](C(=O)N1C=CC2=C1N=CN=C2)C 7-((S)-2-(4-isobutylphenyl)propionyl)-7H-pyrrolo[2,3-d]pyrimidine